14-iodo-4,6,8,10,12-pentamethylpentadecyl propyloxymethyl ether C(CC)OCOCCCC(CC(CC(CC(CC(CC(C)I)C)C)C)C)C